tri-i-butylaluminium C(C(C)C)[Al](CC(C)C)CC(C)C